C(CCCCCCCCCCCCC)(=O)O.C(CCCCCCCCCCCCC)(=O)O.C(O)C(CC)(CO)CO trimethylolpropane dimyristate